OC=1C(=C(C(=CC1)C)NC(=O)C1=CN=C(S1)NC1=NN2C(C=CC(=C2)OC)=C1)C N-(3-Hydroxy-2,6-dimethylphenyl)-2-((6-methoxypyrazolo[1,5-a]pyridin-2-yl)amino)thiazole-5-carboxamide